Cl.NCC#CC1=CC=C(C=C1)N1CCN(CC1)C(C[C@H]1C=2N(C3=C(C(=N1)C1=CC=C(C=C1)Cl)C(=C(S3)C)C)C(=NN2)C)=O (S)-1-(4-(4-(3-aminoprop-1-yn-1-yl)phenyl)piperazin-1-yl)-2-(4-(4-chlorophenyl)-2,3,9-trimethyl-6H-thieno[3,2-f][1,2,4]triazolo[4,3-a][1,4]diazepin-6-yl)ethan-1-one hydrochloride